(3S,4R)-3-(1,3-benzodioxol-5-yloxymethyl)-4-(4-fluorophenyl)piperidine O1COC2=C1C=CC(=C2)OC[C@@H]2CNCC[C@H]2C2=CC=C(C=C2)F